ClCCCOC1=C(C=CC(=C1)OC)C=1C=C2C(=CC=NC2=CC1)C(=O)OC methyl 6-(2-(3-chloropropoxy)-4-methoxyphenyl)quinoline-4-carboxylate